[N+](=O)([O-])C1=CC=C(C=NN=C2NC(CC(N2)=O)C2=CC=C(C=C2)C)C=C1 2-((4-nitrobenzylidene)hydrazineylidene)-6-(p-tolyl)tetrahydropyrimidin-4(1H)-one